C(C)OC(=O)C1=CN(C(C=C1)=O)C1=CC(=CC=C1)C=1N(N=CC1)C 1-[3-(2-methylpyrazol-3-yl)phenyl]-6-oxo-pyridine-3-carboxylic acid ethyl ester